C(CCC)C=1N(C2=C(C=[N+](C=3C=C(C=CC23)Cl)[O-])N1)CC1(COC(OC1)(C)C)C 2-butyl-7-chloro-1-((2,2,5-trimethyl-1,3-dioxan-5-yl)methyl)-1H-imidazo[4,5-c]quinoline 5-oxide